(3R,4S)-1-methyl-2-oxo-4-(3-(trifluoromethyl)phenyl)pyrrolidine-3-carboxylic acid CN1C([C@@H]([C@H](C1)C1=CC(=CC=C1)C(F)(F)F)C(=O)O)=O